N-[2,5-difluoro-4-(trifluoromethyl)phenyl]-1H-pyrrole-3-sulfonamide FC1=C(C=C(C(=C1)C(F)(F)F)F)NS(=O)(=O)C1=CNC=C1